ClC1=C(C=CC(=C1)F)N(C(C)=O)C1=NC=CC(=C1)NC(CC1=C(C=CC=C1F)Cl)=O N-(2-chloro-4-fluorophenyl)-N-{4-[2-(2-chloro-6-fluorophenyl)acetamido]pyridin-2-yl}acetamide